BrC1CC(C1)OCC1=CC=CC=C1 (3-Bromocyclobutoxy)methylbenzene